5-Cyclopropyl-3-(3,5-dichloro-4-(4-chlorobenzoyl)benzyl)-3,6-dihydro-7H-[1,2,3]triazolo[4,5-d]pyrimidin-7-one C1(CC1)C=1NC(C2=C(N1)N(N=N2)CC2=CC(=C(C(=C2)Cl)C(C2=CC=C(C=C2)Cl)=O)Cl)=O